7-(4-(aminomethyl)piperidin-1-yl)-5-methoxypyrido[3,4-d]pyridazin-4(3H)-one hydrochloride Cl.NCC1CCN(CC1)C1=CC2=C(C(NN=C2)=O)C(=N1)OC